2-methoxy-4-methylphenyl 2-methylbenzoate CC1=C(C(=O)OC2=C(C=C(C=C2)C)OC)C=CC=C1